FC1=C2C=CNC2=CC(=C1OC=1C=CC(=C(C1)C1=NC2=C([C@@H](NCC2)C=2C(=C(C=CC2)CCC(=O)O)F)N1)F)F (S)-3-(3-(2-(5-((4,6-difluoro-1H-indol-5-yl)oxy)-2-fluorophenyl)-4,5,6,7-tetrahydro-3H-imidazo[4,5-c]pyridin-4-yl)-2-fluorophenyl)propanoic acid